dimethylbenzyl-(2-hydroxyethyl)ammonium methacrylate C(C(=C)C)(=O)[O-].C[N+](CCO)(CC1=CC=CC=C1)C